iron-manganese lithium phosphate P(=O)([O-])([O-])[O-].[Li+].[Mn+2].[Fe+2]